GLYCYLGLYCINE NCC(=O)NCC(=O)O